ClS(C=1C=CC(=NC1)F)(F)(F)(F)F 5-(chloro(tetrafluoro)-λ6-sulfanyl)-2-fluoropyridine